C1OC2=CC=C(CC(N)C)C=C2O1 4-Methylenedioxyamphetamine